FC1=CC=C(C=C1)C1=NOC(=C1COC1=NC=C(N=C1)C1=NN=C2N1CCCC2)C 3-(4-fluorophenyl)-5-methyl-4-(((5-(5,6,7,8-tetrahydro-[1,2,4]triazolo[4,3-a]pyridin-3-yl)pyrazin-2-yl)oxy)methyl)isoxazole